(Z)-3-(1-((1-Cyclopropyl-1H-pyrazol-4-yl)amino)ethylidene)-5-(2-fluoro-6-methoxyphenyl)-1H-pyrrolo[2,3-c]pyridin-2(3H)-one C1(CC1)N1N=CC(=C1)N\C(\C)=C\1/C(NC2=CN=C(C=C21)C2=C(C=CC=C2OC)F)=O